[2-(difluoromethoxy)-4-[4-[(5-fluoropyridin-3-yl)methoxy]-2-methyl-6-(1-methylpyrazol-4-yl)indazol-3-yl]-6-methoxyphenyl]-[3-hydroxy-3-(trifluoromethyl)azetidin-1-yl]methanone FC(OC1=C(C(=CC(=C1)C=1N(N=C2C=C(C=C(C12)OCC=1C=NC=C(C1)F)C=1C=NN(C1)C)C)OC)C(=O)N1CC(C1)(C(F)(F)F)O)F